N-(5-(2-(3-azabicyclo[3.2.0]heptan-3-yl)acetamido)-2-methylpyridin-3-yl)-2-(1-methyl-1H-pyrazol-4-yl)-1H-pyrrolo[2,3-b]pyridine-5-carboxamide C12CN(CC2CC1)CC(=O)NC=1C=C(C(=NC1)C)NC(=O)C=1C=C2C(=NC1)NC(=C2)C=2C=NN(C2)C